N-(2-amino-2-sulfanylideneethyl)-3,4,5-trichlorothiophene-2-carboxamide NC(CNC(=O)C=1SC(=C(C1Cl)Cl)Cl)=S